4-((2-((6-(3-((3-ethoxypyridin-2-yl)oxy)phenyl)pyrazin-2-yl)amino)pyrimidin-4-yl)oxy)cyclohexane-1-carboxylic acid C(C)OC=1C(=NC=CC1)OC=1C=C(C=CC1)C1=CN=CC(=N1)NC1=NC=CC(=N1)OC1CCC(CC1)C(=O)O